ClC=1C(=CC=2N(C1)C(=CN2)C2=NC=CC(=N2)Cl)F 6-chloro-3-(4-chloropyrimidin-2-yl)-7-fluoro-imidazo[1,2-a]Pyridine